The molecule is a diastereoisomeric mixture of aloin A (barbaloin) and aloin B (isobarbaloin), which have similar properties. It is a bitter-tasting, yellow-brown colored compound found in the exudate of at least 68 Aloe species at levels of up to 6.6% of leaf dry weight (making between 3% and 35% of the total exudate), and in another 17 species at indeterminate levels. It is used as a stimulant-laxative, treating constipation by inducing bowel movements. It has a role as a laxative and an EC 1.14.18.1 (tyrosinase) inhibitor. It contains an aloin A and an aloin B. C1=CC2=C(C(=C1)O)C(=O)C3=C(C2[C@H]4[C@@H]([C@H]([C@@H]([C@H](O4)CO)O)O)O)C=C(C=C3O)CO